C(C)N1C=2N(C(N=C(C2N=C1CC#N)N1[C@H](CN([C@@H](C1)C)C(C)C1=C(C2=C(OCC(O2)(C)C)C=C1)F)C)=O)C 2-(9-ethyl-6-((2S,5R)-4-(1-(5-fluoro-3,3-dimethyl-2,3-dihydrobenzo[b][1,4]dioxin-6-yl)ethyl)-2,5-dimethylpiperazin-1-yl)-3-methyl-2-oxo-3,9-dihydro-2H-purin-8-yl)acetonitrile